S(=O)(=O)(C(F)(F)F)SS(=O)(=O)C(F)(F)F.[Li] Lithium bis(triflyl) sulfide